5-acetyl-4-cyclopentylamino-2-methylthio-pyrimidine C(C)(=O)C=1C(=NC(=NC1)SC)NC1CCCC1